OC=1C=NC2=CC(=NC(=C2C1)OC1CCC(CC1)NC(OC(C)(C)C)=O)N1CCOCC1 tert-butyl N-[4-[(3-hydroxy-7-morpholino-1,6-naphthyridin-5-yl)oxy]cyclohexyl]carbamate